ethyl (2e)-3-{1-[4-(benzyloxy) butyl]-4-methyl-1H-benzotriazol-5-yl}prop-2-enoate C(C1=CC=CC=C1)OCCCCN1N=NC2=C1C=CC(=C2C)/C=C/C(=O)OCC